5-cyclopropyl-2-(3-methoxy-2,6-dimethylbenzyl)pyridazin-3(2H)-one C1(CC1)C1=CC(N(N=C1)CC1=C(C(=CC=C1C)OC)C)=O